6-(4-chloro-2-hydroxy-6-methyl-phenyl)-3-[[(3R)-1-ethyl-3-piperidinyl]amino]-4-methyl-1,2,4-triazin-5-one ClC1=CC(=C(C(=C1)C)C=1C(N(C(=NN1)N[C@H]1CN(CCC1)CC)C)=O)O